methyl-(3-(3-(4-bromobenzyl)-1-(4-chlorophenyl)-2,5-dioxoimidazolin-4-yl) propanoyl) glycinate NCC(=O)OC(CC(C1N(C(N(C1=O)C1=CC=C(C=C1)Cl)=O)CC1=CC=C(C=C1)Br)C)=O